tert-butyl (3-carbamoyl-1-(2-((2-((3-chloro-2-fluorobenzyl)amino)-2-oxoethyl)(cyclopropyl)amino)-2-oxoethyl)-1H-pyrazolo[3,4-b]pyridin-5-yl)carbamate C(N)(=O)C1=NN(C2=NC=C(C=C21)NC(OC(C)(C)C)=O)CC(=O)N(C2CC2)CC(=O)NCC2=C(C(=CC=C2)Cl)F